C(C)OC(=O)C=1C(=NC(=NC1)C)C1=C(C=CC=C1)OC.C(#N)C(C(=O)N1CCNCC1)=CC(C)(N1CCOCC1)C (R)-1-(2-cyano-4-methyl-4-morpholinylpent-2-enoyl)piperazine ethyl-4-(2-methoxyphenyl)-2-methylpyrimidine-5-carboxylate